BrC1OC=2C=C(C=CC2C=2N(N=C(C21)C(=O)O)C2=CSC=C2)OC Bromo-7-methoxy-1-thiophen-3-yl-1,4-dihydro-chromeno[4,3-c]pyrazole-3-carboxylic acid